C1(CC1)C=1C(=C2C=CN(C2=C(C1)C)C(=O)OC(C)(C)C)O[C@H]1[C@@H](CC(CC1)(F)F)C1=CC=C(C=C1)C(=O)OC |r| racemic-tert-butyl 5-cyclopropyl-4-(((1R*-2S*)-4,4-difluoro-2-(4-(methoxycarbonyl)phenyl)cyclohexyl)oxy)-7-methyl-1H-indole-1-carboxylate